FC1=C(N=C(C2=C1N=C(N=C2OCC[Si](C)(C)C)S(=O)(=O)C)OC)C2=CC(=CC1=CC=C(C(=C21)C#C[Si](C(C)C)(C(C)C)C(C)C)F)OCOC 8-fluoro-7-(7-fluoro-3-(methoxymethoxy)-8-((triisopropylsilyl)ethynyl)naphthalen-1-yl)-5-methoxy-2-(methylsulfonyl)-4-(2-(trimethylsilyl)ethoxy)pyrido[4,3-d]pyrimidine